O=C1C2=C(N=CN1)N(C=C2C2=CC=C(C#N)C=C2)C2=CC=CC=C2 4-(4-oxo-7-phenyl-4,7-dihydro-3H-pyrrolo[2,3-d]pyrimidin-5-yl)-benzonitrile